[6-(3-cyclopropyl-1,2,4-triazol-1-yl)-2-azaspiro[3.3]heptan-2-yl]-[6-[[5-(trifluoromethyl)-1,2,4-thiadiazol-3-yl]methyl]-2-azaspiro[3.3]heptan-2-yl]methanone C1(CC1)C1=NN(C=N1)C1CC2(CN(C2)C(=O)N2CC3(C2)CC(C3)CC3=NSC(=N3)C(F)(F)F)C1